C(=O)[O-].C(=O)[O-].C(CCC)[Sn+2]CCCC dibutyltin diformate